C(#N)C=1C=C(C=CC1OCC(C)C)C1=CNC2=CC=C(C=C12)C(=O)O 3-(3-cyano-4-isobutoxyphenyl)-1H-indole-5-carboxylic acid